C(C)(C)(C)OC(=O)N1C[C@@H](C(CC1)C1=CC(=C(C=C1)[N+](=O)[O-])C(=O)OCC)C (R)-4-(3-ethoxycarbonyl-4-nitrophenyl)-3-methylpiperidine-1-carboxylic acid tert-butyl ester